4-[3-(3-fluoro-4-hydroxy-phenoxy)propyl]morpholin-3-one FC=1C=C(OCCCN2C(COCC2)=O)C=CC1O